2,3-dihydroxy-4-phenylbutyrate OC(C(=O)[O-])C(CC1=CC=CC=C1)O